(3R,4S)-1-(3,4-dimethyl-2-(p-tolyl)-2H-pyrazolo[3,4-d]pyridazin-7-yl)-N-(3-(dimethylamino)propyl)-3-methylpiperidine-4-carboxamide CC=1N(N=C2C(=NN=C(C21)C)N2C[C@@H]([C@H](CC2)C(=O)NCCCN(C)C)C)C2=CC=C(C=C2)C